C(C)(=O)SC1CC(C1)CC(=O)OC(C)(C)C tert-Butyl 2-(3-(acetylthio)cyclobutyl)acetate